trans-4-(3,4-dihydroisoquinolin-2(1H)-yl)-1-(6-((4-(methylsulfonyl)phenyl)amino)pyrimidin-4-yl)piperidin-3-ol C1N(CCC2=CC=CC=C12)[C@H]1[C@@H](CN(CC1)C1=NC=NC(=C1)NC1=CC=C(C=C1)S(=O)(=O)C)O